methyl ((2-methyl-5-[1-(4-methoxy-2-methylphenyl)-1H-pyrazol-3-yl]phenyl)methyl)carbamate CC1=C(C=C(C=C1)C1=NN(C=C1)C1=C(C=C(C=C1)OC)C)CNC(OC)=O